[Si](O)(O)(O)O.C(C)O[SiH2]C1=CC=C(C=C1)C(F)(F)F ethoxy[4-(trifluoromethyl)phenyl]silane SiliCat